[NH4+].P(=O)([O-])([O-])OP(=O)([O-])[O-].[NH4+].[NH4+].[NH4+] pyrophosphoric acid ammonium salt